N,N'-diallyl-1,4-bismethacrylamido-(2E)-but-2-en C(C=C)N(C(C(=C)C)=O)C\C=C\CN(C(C(=C)C)=O)CC=C